sodium 2,5-dichlorothiophene-3-sulfonate ClC=1SC(=CC1S(=O)(=O)[O-])Cl.[Na+]